CC(C#CC=1C(=CC(=NC1)NC(N(C)C1=NC(=C(C=C1)CN1C(CN(CC1)C)=O)C=O)=O)NCCOC)(C)C 3-(5-(3,3-dimethylbut-1-yn-1-yl)-4-((2-methoxyethyl)amino)pyridin-2-yl)-1-(6-formyl-5-((4-methyl-2-oxopiperazin-1-yl)methyl)pyridin-2-yl)-1-methylurea